spiro[3.3]heptanecarboxylic acid C1(CCC12CCC2)C(=O)O